(E)-2-HEXEN-1-OL C(\C=C\CCC)O